(6S)-6-methyl-5-[4-(4-methylpyridin-3-yl)-3-(trifluoromethyl)phenyl]-3,6-dihydro-2H-1,3,4-oxadiazin-2-one C[C@H]1C(=NNC(O1)=O)C1=CC(=C(C=C1)C=1C=NC=CC1C)C(F)(F)F